(R)-3-(3-([1,1'-biphenyl]-3-yl)-4-fluoro-1H-pyrazol-5-yl)pyrrolidine-1-carbonitrile C1(=CC(=CC=C1)C1=NNC(=C1F)[C@H]1CN(CC1)C#N)C1=CC=CC=C1